di(carbazolyl)quaterbenzene C1(=CC=CC=2C3=CC=CC=C3NC12)C=1C(=C(C=CC1)C=1C(=CC=CC1)C=1C(=CC=CC1)C1=CC=CC=C1)C1=CC=CC=2C3=CC=CC=C3NC12